N-[4-fluoro-2-[(3R,5S)-3,4,5-trimethylpiperazin-1-yl]-5-[4-(trifluoromethoxy)phenyl]phenyl]-6-oxo-4-(trifluoromethyl)-1H-pyridine-3-carboxamide FC1=CC(=C(C=C1C1=CC=C(C=C1)OC(F)(F)F)NC(=O)C1=CNC(C=C1C(F)(F)F)=O)N1C[C@H](N([C@H](C1)C)C)C